ClC1=NC=CC(=C1)C(COC)C1C(N[C@@H](C1)C(F)(F)F)=O (5S)-3-(1-(2-chloropyridin-4-yl)-2-methoxyethyl)-5-(trifluoromethyl)pyrrolidin-2-one